F[C@@H]1[C@]2(CC[C@@](C[C@@H]1OC=1N=CC(=NC1)C1=C(C=C(C=C1)C=1C=NNC1)O)(N2)C)C 2-(5-(((1R,2R,3s,5S)-2-fluoro-1,5-dimethyl-8-azabicyclo[3.2.1]octan-3-yl)oxy)pyrazin-2-yl)-5-(1H-pyrazol-4-yl)phenol